FC=1C(=NC=C(C1I)F)N(S(=O)(=O)CCC)COCC[Si](C)(C)C N-(3,5-difluoro-4-iodopyridin-2-yl)-N-((2-(trimethylsilyl)ethoxy)methyl)propane-1-sulfonamide